ClCC\C=C\CCCCCCCC(OCCCCC)OCCCCC (3E)-1-chloro-12,12-dipentyloxy-3-dodecene